methyl (2R)-2-methoxy-3-(triphenylmethoxy)propanoate CO[C@@H](C(=O)OC)COC(C1=CC=CC=C1)(C1=CC=CC=C1)C1=CC=CC=C1